FC1CCC(CC1)N1C(N([C@H](C1)C#N)C1=CN=CC2=CC=CC=C12)=O (R)-1-((1R,4R)-4-fluorocyclohexyl)-3-(isoquinolin-4-yl)-2-oxoimidazoline-4-carbonitrile